2-(3,4-dichlorophenyl)-1-ethyl-6-methyl-4-oxo-5-[3-(trifluoromethyl)pyrazol-1-yl]pyridine-3-carboxylic acid ClC=1C=C(C=CC1Cl)C=1N(C(=C(C(C1C(=O)O)=O)N1N=C(C=C1)C(F)(F)F)C)CC